ClC=1N=CC=C2C1NC(=C2)C(=O)N(C)C2COCC=1NC(C=3C=C(C(=CC3C12)F)F)=O 7-chloro-N-(8,9-difluoro-6-oxo-1,4,5,6-tetrahydro-2H-pyrano[3,4-c]isoquinolin-1-yl)-N-methyl-1H-pyrrolo[2,3-c]pyridine-2-carboxamide